C(C=C)(=O)OCCCCCCCCCCC[Si](OC)(OC)CCC acryloyloxyundecylpropyldimethoxysilane